N-benzyloxycarbonyl-1,2-diaminoethane C(C1=CC=CC=C1)OC(=O)NCCN